C[C@H]1[C@@H]2[C@](C[C@@H](O1)O[C@H]3[C@@H]4[C@H]5C6=NC(=CS6)C(=O)N[C@@H](COC(=O)C7=C(CO4)C8=C(COC3=O)C=CC=C8N7O)C9=NC(=CS9)C1=NC(=C(C=C1C1=NC(=CS1)C(=O)N[C@H](C(=O)N/C(=C(\\C)/OC)/C1=NC(=CS1)C(=O)N5)[C@@H](C)O)O)C1=NC(=CS1)C(=O)NC(=C)C(=O)N)(OCN2C)C The molecule is a heterodetic cyclic peptide isolated from Amycolatopsis fastidiosa. It has a role as an antibacterial agent, an antimicrobial agent and a bacterial metabolite.